ClC=1N=C(SC1C(=O)NC[C@H](C(N[C@H]1C2=C(CN3N(C1=O)CCC3)C=CC=C2)=O)C)C2CC2 4-Chloro-2-cyclopropyl-N-((R)-2-methyl-3-oxo-3-(((S)-11-oxo-2,3,10,11-tetrahydro-1H,5H-benzo[d]pyrazolo[1,2-a][1,2]diazepin-10-yl)amino)propyl)thiazole-5-carboxamide